(S)-Butyl 2-(4-fluorophenyl)-3-(2-methylpyrrolidin-1-yl)quinoxaline-6-carboxylate FC1=CC=C(C=C1)C1=NC2=CC=C(C=C2N=C1N1[C@H](CCC1)C)C(=O)OCCCC